FC(C(=O)O)(F)F.ClC1=C(C=CC(=C1NC=1C(=C2C(N(C=NC2=CC1)C)=O)C)F)NS(=O)(=O)N1CC(C1)COC(F)F N-(2-chloro-3-((3,5-dimethyl-4-oxo-3,4-dihydroquinazolin-6-yl)amino)-4-fluorophenyl)-3-((difluoromethoxy)methyl)azetidine-1-sulfonamide Trifluoroacetate